Benzyl ((R)-1-(((R)-(2-((S)-((tert-butoxycarbonyl)amino)(4,4-difluorocyclohexyl)methyl)imidazo[1,2-b]pyridazin-7-yl)(cyclopropyl)methyl)amino) methylbutan-2-yl)carbamate C(C)(C)(C)OC(=O)N[C@H](C=1N=C2N(N=CC(=C2)[C@@H](C2CC2)NCC[C@@H](CC)NC(OCC2=CC=CC=C2)=O)C1)C1CCC(CC1)(F)F